2-mercaptobenzimidazole ammonium citrate C(CC(O)(C(=O)[O-])CC(=O)[O-])(=O)[O-].[NH4+].SC=1NC2=C(N1)C=CC=C2.[NH4+].[NH4+]